(S)-4-(7-fluoroimidazo[1,2-a]pyridin-3-yl)-7-((5-(tetrahydrofuran-3-yl)pyridin-2-yl)amino)isoindolin-1-one FC1=CC=2N(C=C1)C(=CN2)C2=C1CNC(C1=C(C=C2)NC2=NC=C(C=C2)[C@H]2COCC2)=O